C(C(=C)C)(=O)OCCNC(N)=O 3-(2-methacryloyloxyethyl)urea